COC1=C(C(=O)NCC=2OC(=NN2)C2=CN=CS2)C=CC(=C1)N1CCOCC1 2-methoxy-4-morpholino-N-((5-(thiazol-5-yl)-1,3,4-oxadiazol-2-yl)methyl)benzamide